C(C)(C)OC1=CC=C(NC=2C(=NC(=C(N2)NC)C=2C3=C(C=NC2)N(C=N3)C)C(=O)OC)C=C1 methyl 3-(4-isopropoxyanilino)-5-(methylamino)-6-(3-methylimidazo[4,5-c]pyridin-7-yl)pyrazine-2-carboxylate